N[C@H](C(=O)N[C@H](C(=O)N[C@@H](C(=O)N[C@@H](CC1=CC=C(C=C1)O)C(=O)O)CC=1C=NC=CC1)CCCCNC(CCCCCCC)=O)CC=1N=CN(C1)C(C1=CC=CC=C1)(C1=CC=CC=C1)C1=CC=CC=C1 ((R)-2-((S)-2-((S)-2-amino-3-(1-trityl-1H-imidazol-4-yl)propanamido)-6-octanamidohexanamido)-3-(pyridin-3-yl)propanoyl)-L-tyrosine